2-(2-Ethyl-1H-benzimidazol-1-yl)-4-morpholinylthiophene C(C)C1=NC2=C(N1C=1SC=C(C1)N1CCOCC1)C=CC=C2